4-ethoxy-4'-hydroxyazobenzene C(C)OC1=CC=C(C=C1)N=NC1=CC=C(C=C1)O